2-Amino-3-((4-bromophenyl)carbamoyl)-1-((6-chloropyridin-3-yl)methyl)pyridin-1-ium tert-Butyl-2-((4-fluoro-3-(methoxycarbonyl)phenoxy)methyl)azetidine-1-carboxylate C(C)(C)(C)OC(=O)N1C(CC1)COC1=CC(=C(C=C1)F)C(=O)OC.NC1=[N+](C=CC=C1C(NC1=CC=C(C=C1)Br)=O)CC=1C=NC(=CC1)Cl